(R)-2-(tert-butyl)-5-(4-(4-(difluoromethyl)pyrazolo[1,5-a]pyridin-2-yl)-6,7-dihydro-1H-imidazo[4,5-c]pyridin-5(4H)-yl)-1,3,4-oxadiazole C(C)(C)(C)C=1OC(=NN1)N1[C@H](C2=C(CC1)NC=N2)C2=NN1C(C(=CC=C1)C(F)F)=C2